(S)-1-(2-(((benzyloxy)carbonyl)amino)acetyl)pyrrolidine-2-carboxylic acid C(C1=CC=CC=C1)OC(=O)NCC(=O)N1[C@@H](CCC1)C(=O)O